5-methoxy-4-(3-(methoxymethyl)-2,8-diazaspiro[4.5]decan-8-yl)-2-(pyridin-4-yl)pyrido[3,4-d]pyrimidine COC1=CN=CC=2N=C(N=C(C21)N2CCC1(CC(NC1)COC)CC2)C2=CC=NC=C2